[Si](C)(C)(C(C)(C)C)OC=1C(=C(C(=CC1)Cl)NC(=O)C=1C(=NC(=NC1)NC1=CC(=C(C=C1)C1CCN(CC1)C)C)OC)C N-(3-((tert-butyldimethylsilyl)oxy)-6-chloro-2-methylphenyl)-4-methoxy-2-((3-methyl-4-(1-methylpiperidin-4-yl)phenyl)amino)pyrimidine-5-carboxamide